C(C)(C)(C)OC(=O)N1CC2(CC2)[C@@H]([C@@H]1CC=1C(=C(C=CC1)C1=CC=CC=C1)F)NS(=O)(=O)C(F)F (6S,7S)-7-((difluoromethyl)sulphonamido)-6-((2-fluoro-[1,1'-biphenyl]-3-yl)methyl)-5-azaspiro[2.4]heptane-5-carboxylic acid tert-butyl ester